C[Ge](N(C)C)(C)C Trimethyl-(dimethylamino)germanium